((4-hydroxy-4-methylpent-2-yn-1-yl)oxy)-4-(6-(6-(6-methoxynicotinoyl)-3,6-diazabicyclo[3.1.1]heptan-3-yl)pyridin-3-yl)pyrazolo[1,5-a]pyridine-3-carbonitrile OC(C#CCOC1=NN2C(C(=CC=C2)C=2C=NC(=CC2)N2CC3N(C(C2)C3)C(C3=CN=C(C=C3)OC)=O)=C1C#N)(C)C